(2S,4R)-1-(tert-butoxycarbonyl)-2-carboxy-4-hydroxypyrrolidine C(C)(C)(C)OC(=O)N1[C@@H](C[C@H](C1)O)C(=O)O